N[C@H](C(=O)O)[C@H](C)C1=CC=CC=C1 (2S,3R)-2-amino-3-phenylbutanoic acid